2-{8-[(difluoromethoxy)methyl]-1,4-dioxaspiro[4.5]decan-8-yl}acetonitrile FC(OCC1(CCC2(OCCO2)CC1)CC#N)F